C(C)(C)(C)OC(=O)N1CCC(CC1)CNC(CCC1=NC=2C(=NC=CC2)N1CC1=CC=C(C=C1)OC(F)(F)F)=O 4-({3-[3-(4-Trifluoromethoxy-benzyl)-3H-imidazo[4,5-b]pyridin-2-yl]-propionylamino}-methyl)-piperidine-1-carboxylic acid tert-butyl ester